5-(chloromethyl)-5-methyl-4,5-dihydroisoxazol-3-ylaminourea hydrobromide Br.ClCC1(CC(=NO1)NNC(=O)N)C